(S)-3-(2',6'-dichlorobenzidin-3-yl)-3-(3-(1-methyl-4-oxo-2-oxo-1,2-dihydropyridin-3-yl)ureido)propanoic acid sodium salt [Na+].ClC1=C(C2=CC(=C(N)C=C2)[C@H](CC(=O)[O-])NC(=O)NC2C(N(C=CC2=O)C)=O)C(=CC(=C1)N)Cl